O=C(CN1N=CC(=C1)NC(CCOC1=CC=CC=C1)=O)N1CCN(CCC1)CC1=CC=NC=C1 N-(1-(2-oxo-2-(4-(pyridin-4-ylmethyl)-1,4-diazepan-1-yl)ethyl)-1H-pyrazol-4-yl)-3-phenoxypropanamide